6-((3-Fluorofuran-3-yl)ethynyl)-N2,N4-bis((R)-1,1,1-trifluoropropan-2-yl)-1,3,5-triazine-2,4-diamine FC1(COC=C1)C#CC1=NC(=NC(=N1)N[C@@H](C(F)(F)F)C)N[C@@H](C(F)(F)F)C